C(C)OC(C[C@@H](C=1C=NC(=CC1)OC)NC1CN(C1)C(=O)OC(C)(C)C)=O (S)-tert-Butyl 3-((3-ethoxy-1-(6-methoxypyridin-3-yl)-3-oxopropyl)amino)azetidine-1-carboxylate